C1(CC1)C(=O)N1C[C@]2([C@@](C1)(CN(C2)C2=NC(=NC=C2)NC2=CC=C(C(=O)O)C=C2)C)C 4-((4-((3aR,6aS)-5-(cyclopropanecarbonyl)-3a,6a-dimethylhexahydropyrrolo[3,4-c]pyrrol-2(1H)-yl)pyrimidin-2-yl)amino)benzoic acid